O1[C@@H](COCC1)COC=1C=C2N(C(N1)=O)CCC1=C2SC(=C1)Br (S)-9-((1,4-dioxane-2-yl)methoxy)-2-bromo-4,5-dihydro-7H-thieno[2',3':3,4]pyrido[1,2-c]pyrimidin-7-one